3-[(3R,4R)-4-methyl-3-[methyl-(7H-pyrrolo[2,3-d]pyrimidin-4-yl)amino]piperidin-1-yl]-3-oxopropanenitrile citrate C(CC(O)(C(=O)O)CC(=O)O)(=O)O.C[C@H]1[C@H](CN(CC1)C(CC#N)=O)N(C=1C2=C(N=CN1)NC=C2)C